2,3,7,8,12,13,17,18-octaethyl-21H-23H-porphyrin zinc chloride [Cl-].[Zn+2].C(C)C1=C2NC(=C1CC)C=C1C(=C(C(=N1)C=C1C(=C(C(N1)=CC=1C(=C(C(N1)=C2)CC)CC)CC)CC)CC)CC.[Cl-]